(3S)-11-(2,4-difluorophenyl)-8-((3S,5R)-3,5-dimethylpiperazin-1-yl)-3-methoxy-10-(trifluoromethyl)-3,4-dihydro-2H,6H-[1,4]thiazepino[2,3,4-ij]quinazolin FC1=C(C=CC(=C1)F)C1=C(C=C2C(=NCN3C2=C1SC[C@H](C3)OC)N3C[C@@H](N[C@@H](C3)C)C)C(F)(F)F